2-(((4-(4-(2-hydroxyethyl)piperazin-1-yl)butanoyl)oxy)methyl)propane-1,3-diyl dioleate C(CCCCCCC\C=C/CCCCCCCC)(=O)OCC(COC(CCCCCCC\C=C/CCCCCCCC)=O)COC(CCCN1CCN(CC1)CCO)=O